C1OCC2C1CNC2C#N Hexahydro-1H-furano[3,4-c]pyrrole-4-carbonitrile